3-[6-(1-hydroxy-3H-2,1-benzoxaborol-5-yl)-3-methyl-4,5-dihydro-3H-pyridazin-2-yl]-1,2-benzothiazole-1,1-dioxide OB1OCC2=C1C=CC(=C2)C=2CCC(N(N2)C2=NS(C1=C2C=CC=C1)(=O)=O)C